benzoic acid-(docosahexenamidoethyl) ester C(C=CC=CC=CC=CC=CC=CCCCCCCCCC)(=O)NCCOC(C1=CC=CC=C1)=O